C(=O)(OC(C)(C)C)N1CC(C1)C=1SC=CN1 (1-N-Boc-3-azetidinyl)thiazole